N,N-diphenyl-4-(10-(7-(pyrazolo[1,5-a]pyridin-6-yl)dibenzofuran-1-yl)anthracen-9-yl)aniline C1(=CC=CC=C1)N(C1=CC=C(C=C1)C=1C2=CC=CC=C2C(=C2C=CC=CC12)C1=CC=CC=2OC3=C(C21)C=CC(=C3)C=3C=CC=2N(C3)N=CC2)C2=CC=CC=C2